ClC1=C(C=C(C=2C3=C(NC12)CCNC([C@H]3C)=O)OC[C@H](C)O)Cl (S)-7,8-Dichloro-10-((S)-2-hydroxypropoxy)-1-methyl-3,4,5,6-tetrahydroazepino[4,5-b]indol-2(1H)-one